FC([C@@H](C1=CC=C(C=C1)F)NS(=O)(=O)C1=CC=C2C(=N1)C=NN2C(=O)OC(C)(C)C)(F)F tert-butyl (R)-5-(N-(2,2,2-trifluoro-1-(4-fluorophenyl)ethyl)sulfamoyl)-1H-pyrazolo[4,3-b]pyridine-1-carboxylate